1-(aminomethyl)-1-methylpyrrolidin-1-ium iodide [I-].NC[N+]1(CCCC1)C